C(C)(C)(C)OC(=O)N1C[C@H](C[C@@H](C1)F)NC1=NC=CC(=N1)C1=C(N=C(S1)C)Cl.C(CCCCC(C)C)OC(C=C)=O.C(C=C)(=O)O acrylic acid isooctyl-acrylate tert-butyl-(3S,5S)-3-[[4-(4-chloro-2-methyl-thiazol-5-yl)pyrimidin-2-yl]amino]-5-fluoro-piperidine-1-carboxylate